[Cu].[Si].FC1=CC=C(OC=2C(=NC3=CC=CC=C3N2)C(=O)NC2=CC(=CC=C2)S(N)(=O)=O)C=C1 3-(4-fluorophenoxy)-N-(3-sulfamylphenyl)quinoxaline-2-carboxamide Silicon-copper